N(C(=O)C)C1=C(C=CC=C1)NCC(=O)NC1=CC=C(C=C1)C 2-((2-Acetaminophenyl)amino)-N-(4-methylphenyl)acetamide